O1C(=NC=C1)C1=CC=C(C=C1)C=1N=C(C2=C(N1)CC[S@]2=O)NCCN2C(C=CC=C2)=O (R)-1-(2-((2-(4-(oxazol-2-yl)phenyl)-5-oxido-6,7-dihydrothieno[3,2-d]pyrimidin-4-yl)amino)ethyl)pyridin-2(1H)-one